4-(4-fluoro-2-methylphenyl)-7-(((R)-1-((S)-3-(hydroxymethyl)morpholino)-1-oxopropan-2-yl)oxy)isoquinolin-1(2H)-one FC1=CC(=C(C=C1)C1=CNC(C2=CC(=CC=C12)O[C@@H](C(=O)N1[C@H](COCC1)CO)C)=O)C